O1COC2=C1C=CC(=C2)CN2CCN(CC2)CC2=CC(=NC=C2)C=2C=C1CN(C(C1=CC2)=O)C2C(NC(CC2)=O)=O 3-(5-(4-((4-(benzo[d][1,3]dioxol-5-ylmethyl)piperazin-1-yl)methyl)pyridin-2-yl)-1-oxoisoindolin-2-yl)piperidine-2,6-dione